COC1=C(C(=O)N[C@@H](CC2=CC=C(C=C2)O)C(=O)O)C=CC(=C1OC)OC 2,3,4-trimethoxybenzoyl-tyrosine